1-bromo-8,8-dimethyl-10-pentyl-7,9,11-trioxa-8-silaeicosane BrCCCCCCO[Si](OC(OCCCCCCCCC)CCCCC)(C)C